NCCNC1=C(C=C(C(=O)O)C=C1)[N+](=O)[O-] 4-[(2-Aminoethyl)amino]-3-nitrobenzoic acid